ethyl-2,4,6-trimethylbenzyl-phenylphosphine oxide C(C)P(C1=CC=CC=C1)(CC1=C(C=C(C=C1C)C)C)=O